2-(((1r,3r)-3-(aminomethyl)cyclobutyl)amino)-8-(isopropylamino)pyrido[3,4-d]pyrimidine-6-carbonitrile NCC1CC(C1)NC=1N=CC2=C(N1)C(=NC(=C2)C#N)NC(C)C